ClC1=C(CN2CC=NC3=CC=CC=C23)C=CC=C1 4-(2-chlorobenzyl)-3,4-dihydroquinoxaline